C(C)(C)(C)OC(=O)NC1C(CC(C1)C(=O)OCC)(F)F ethyl 4-((tert-butoxycarbonyl) amino)-3,3-difluorocyclopentane-1-carboxylate